C1(=CC=CC=C1)C=1C=C2C=NN(C2=C(C1)C(=O)N[C@H](C)C1CCC(CC1)C(=O)O)CC1=CC(=CC=C1)C(F)(F)F (1r,4r)-4-(1-(5-phenyl-1-(3-(trifluoromethyl)benzyl)-1H-indazol-7-amido)ethyl)cyclohexane-1-carboxylic acid